tert-butyl 3-((S)-1-((1S,2S)-2-(hydroxymethyl)cyclopropyl)ethoxy)propanoate OC[C@@H]1[C@H](C1)[C@H](C)OCCC(=O)OC(C)(C)C